COC=1C=C2N(CCN(C2=CC1)C(=O)OC(C)(C)C)C(C=CC1=CC=C(C=C1)OC)=O tert-butyl 6-methoxy-4-[3-(4-methoxyphenyl)-1-oxoprop-2-enyl]-1,2,3,4-tetrahydroquinoxaline-1-carboxylate